O=C(C(=O)OCCOCCOC(C(=O)OCCOCCO)C1=CC=CC=C1)C1=CC=CC=C1 2-[2-oxo-2-phenyl-acetoxy-ethoxy]-ethyl-oxy-phenyl-acetic acid, 2-[2-hydroxyethoxy]-ethyl ester